O=CCCC(=O)N 4-oxo-butanamide